C(C1=CC=CC=C1)OC(=O)NC(=N)C=1C=C(SC1)CNC(=O)[C@H]1N([C@H]2C[C@]2(C1)C)C(CNC(OC(C)(C)C)=O)=O tert-butyl (2-((1S,3S,5S)-3-(((4-(N-((benzyloxy)carbonyl)carbamimidoyl)thiophen-2-yl)methyl)carbamoyl)-5-methyl-2-azabicyclo[3.1.0]hexan-2-yl)-2-oxoethyl)carbamate